2-(5-amino-2-fluorophenyl)-N-methylacetamide NC=1C=CC(=C(C1)CC(=O)NC)F